6-chloro-7-(2-fluoro-6-hydroxy-phenyl)-4-((2S)-2-methyl-4-(2-propenoyl)-1-piperazinyl)-1-(3-(2-propanyl)-4-pyridinyl)pyrido[2,3-d]pyrimidin-2(1H)-one ClC1=CC2=C(N(C(N=C2N2[C@H](CN(CC2)C(C=C)=O)C)=O)C2=C(C=NC=C2)C(C)C)N=C1C1=C(C=CC=C1O)F